2-bromo-5-(4-methylpiperazine-1-ylsulfonyl)benzoic acid BrC1=C(C(=O)O)C=C(C=C1)S(=O)(=O)N1CCN(CC1)C